Cl.Cl.ClC=1C=C2C(=NC1)N(N=C2)C/C=C/[C@H]2NCCC[C@@H]2O (2R,3S)-2-((E)-3-(5-chloro-1H-pyrazolo[3,4-b]pyridin-1-yl)prop-1-en-1-yl)piperidin-3-ol dihydrochloride